N-((2R)-1-(4-(3,5-dimethylphenyl)-2-methyl-2,8-diazaspiro[4.5]decan-8-yl)-3-methyl-1-oxobutan-2-yl)-2-fluoro-5-(trifluoromethyl)benzamide CC=1C=C(C=C(C1)C)C1CN(CC12CCN(CC2)C([C@@H](C(C)C)NC(C2=C(C=CC(=C2)C(F)(F)F)F)=O)=O)C